(S)-tert-butyl (3-((2-(N,N-bis(4-methoxybenzyl)sulfamoyl)-4-iodo-3-(2-(4-methoxy benzyl)-2H-tetrazol-5-yl)phenyl)sulfonyl)-2-hydroxypropyl)carbamate COC1=CC=C(CN(S(=O)(=O)C2=C(C=CC(=C2C=2N=NN(N2)CC2=CC=C(C=C2)OC)I)S(=O)(=O)C[C@H](CNC(OC(C)(C)C)=O)O)CC2=CC=C(C=C2)OC)C=C1